C(=O)(O)CN(CCN(CC(=O)O)CC(=O)O)CCN(CC(=O)O)CC(=O)O 2,2',2'',2'''-{[(Carboxymethyl)azanediyl]bis(ethane-2,1-diylnitrilo)}tetraacetic acid